4-(5-fluoro-pyrimidin-2-yl)-piperazine FC=1C=NC(=NC1)N1CCNCC1